5-bromo-3-(difluoromethyl)-N-ethyl-N-methylpyridineamide BrC=1C=C(C(=NC1)C(=O)N(C)CC)C(F)F